6-(2-(2-((tert-Butyldimethylsilyl)oxy)ethyl)-1-methyl-1H-indol-5-yl)-8-(4-(Difluoromethoxy)phenyl)-2-ethoxypteridin-7(8H)-one [Si](C)(C)(C(C)(C)C)OCCC=1N(C2=CC=C(C=C2C1)C1=NC=2C=NC(=NC2N(C1=O)C1=CC=C(C=C1)OC(F)F)OCC)C